6-Methyl-N1-(3-(9-(tetrahydro-2H-pyran-2-yl)-9H-purin-6-yl)pyridin-2-yl)benzene-1,3-diamine CC1=CC=C(C=C1NC1=NC=CC=C1C1=C2N=CN(C2=NC=N1)C1OCCCC1)N